(1s,3s)-N1-(5-fluoropyrimidin-2-yl)-N1-methylcyclobutane-1,3-diamine FC=1C=NC(=NC1)N(C1CC(C1)N)C